CC=1C(C2=CC=CC=C2C(C1)=O)=O 2-methyl-1,4-naphthalenedione